O=C1C=CC=NN1 6-oxo-pyridazin